C(=O)C1CCC(CC1)C1=NC2=C(N1C)C=C(C(=C2)C(C)(C)O)NC(C2=NC(=CC=C2)C(F)(F)F)=O N-(2-((1r,4r)-4-formylcyclohexyl)-5-(2-hydroxypropan-2-yl)-1-methyl-1H-benzo[d]imidazol-6-yl)-6-(trifluoromethyl)picolinamide